CN1N=C(C(=C1CO)C)C (1,3,4-trimethyl-1H-pyrazol-5-yl)methanol